OC[C@H]1N(C\C(\C1)=N/OC)C(=O)C1=CC=C(C=C1)C1=C(C(=CC=C1)OC)C (S,Z)-(2-(Hydroxymethyl)-4-(methoxyimino)pyrrolidin-1-yl)(3'-methoxy-2'-methyl-[1,1'-biphenyl]-4-yl)methanone